Cl.OC[C@@H]1OC[C@](CNC1)(O)C (2R,6S)-2-(hydroxymethyl)-6-methyl-1,4-oxazepan-6-ol hydrochloride